C1(CC1)[C@@H](C)NC=1N=CC2=C(N1)NC=C2C=2C=NC=1N(C2)C=CN1 (R)-N-(1-cyclopropylethyl)-5-(imidazo[1,2-a]pyrimidin-6-yl)-7H-pyrrolo[2,3-d]pyrimidin-2-amine